CN1C=NC2=C1C=CC=C2B2OC(C(O2)(C)C)(C)C 1-methyl-4-(4,4,5,5-tetramethyl-1,3,2-dioxaborolan-2-yl)benzimidazole